C(C)(C)(C)C1=CC(=NO1)C[C@H]1O[C@@H]([C@@H]([C@@H]([C@H]1O)N1N=NC(=C1)C1=CC(=C(C(=C1)F)F)F)O)CO (2R,3R,4R,5R,6R)-2-((5-(tert-butyl)isoxazol-3-yl)methyl)-6-(hydroxymethyl)-4-(4-(3,4,5-trifluorophenyl)-1H-1,2,3-triazol-1-yl)tetrahydro-2H-pyran-3,5-diol